racemic-cis-5-(1-(tert-butyl)-3-((1,1-dioxido-2,3-dihydrobenzo[d]isothiazol-5-yl)amino)-1H-pyrazol-5-yl)tetrahydrofuran-3-yl isopropylcarbamate C(C)(C)NC(O[C@@H]1CO[C@@H](C1)C1=CC(=NN1C(C)(C)C)NC=1C=CC2=C(CNS2(=O)=O)C1)=O |r|